bis(chloromethyl)naphthalene C1=CC=C2C(=C1)C=CC(=C2CCl)CCl